4-[2-[1-(4-chlorophenyl)ethyl]-2,7-diazaspiro[3.5]nonan-7-yl]-N-[3-nitro-4-(tetrahydropyran-4-ylmethylamino)phenyl]sulfonyl-2-(1H-pyrrolo[2,3-b]pyridin-5-yloxy)benzamide ClC1=CC=C(C=C1)C(C)N1CC2(C1)CCN(CC2)C2=CC(=C(C(=O)NS(=O)(=O)C1=CC(=C(C=C1)NCC1CCOCC1)[N+](=O)[O-])C=C2)OC=2C=C1C(=NC2)NC=C1